ClC1=CC2=C(CC=3N(N=C2)C=C(N3)C)C=C1 8-chloro-2-methyl-11H-imidazo[1,2-c][2,3]benzodiazepine